6-(4-(2-chloroacetyl)piperazin-1-yl)-2-(2,6-dioxo-hexahydropyridin-3-yl)-5-fluoroisoindole-1,3-dione ClCC(=O)N1CCN(CC1)C1=C(C=C2C(N(C(C2=C1)=O)C1C(NC(CC1)=O)=O)=O)F